6-chloro-8-fluoro-2-(((S)-1-methyl-pyrrolidin-2-yl)methoxy)quinazolin-4(3H)-one ClC=1C=C2C(NC(=NC2=C(C1)F)OC[C@H]1N(CCC1)C)=O